N1=C(C=CC2=CC=CC=C12)C(C)O quinolyl-1-ethanol